CC(CO)CCCCCCCCCCC 2-methyl-1-tridecanol